2'-(4,5-Dimethyl-1H-imidazol-2-yl)-N-(2-methoxyethyl)-3,4'-bipyridine-5-carboxamide trifluoroacetate salt FC(C(=O)O)(F)F.CC=1N=C(NC1C)C1=NC=CC(=C1)C=1C=NC=C(C1)C(=O)NCCOC